ClC=1C(=NC(=NC1)NC1=C(C=C(C(=C1)C)N1CCNCC1)OC(C)C)NC1=C(C=CC=C1)S(=O)(=O)C(C)C 5-chloro-N2-(2-isopropoxy-5-methyl-4-(piperazin-1-yl)phenyl)-N4-(2-(isopropylsulfonyl)phenyl)pyrimidine-2,4-diamine